(1S,3S,4S)-N-[(1S)-1-cyano-2-[(3S)-2-oxo-3-piperidyl]ethyl]-5,5-difluoro-2-[(2R)-4-methyl-2-[(2,2,2-trifluoroacetyl)amino]pentanoyl]-2-azabicyclo[2.2.2]octane-3-carboxamide C(#N)[C@H](C[C@H]1C(NCCC1)=O)NC(=O)[C@H]1N([C@@H]2CC([C@H]1CC2)(F)F)C([C@@H](CC(C)C)NC(C(F)(F)F)=O)=O